N-methoxy-N-methylindolizine-1-carboxamide CON(C(=O)C=1C=CN2C=CC=CC12)C